CC(CC)N Butan-2-amine